(3-((cyclopentylmethyl)thio)pyridin-2-yl)methylamine C1(CCCC1)CSC=1C(=NC=CC1)CN